2-amino-4-(2-(3-amino-4-fluorophenyl)propan-2-yl)phenol NC1=C(C=CC(=C1)C(C)(C)C1=CC(=C(C=C1)F)N)O